N[C@@H]1CN(C[C@H]1O)C(=O)OC(C)(C)C tert-butyl (3r,4r)-3-amino-4-hydroxypyrrolidine-1-carboxylate